rel-(R)-tert-butyl ((4-(pyridin-2-yl)-1,3-dihydroisobenzofuran-1-yl)methyl)carbamate N1=C(C=CC=C1)C1=C2CO[C@H](C2=CC=C1)CNC(OC(C)(C)C)=O |o1:10|